(R,E)-3-(3-(3-((1-(3,4-dimethoxyphenyl)ethyl)amino)-3-oxoprop-1-en-1-yl)-1H-pyrrolo[2,3-b]pyridin-4-yl)benzamide COC=1C=C(C=CC1OC)[C@@H](C)NC(/C=C/C1=CNC2=NC=CC(=C21)C=2C=C(C(=O)N)C=CC2)=O